C(O)C1(CCC(CC1)CO)C1=CC(=CC=C1C(=O)[O-])C(=O)[O-] 1,4-dimethylolcyclohexanterephthalate